CCCCCCCCCCCCCC(=O)OC[C@H](CO)OC(=O)CCCCCCCCCCCCC The molecule is a 1,2-diacyl-sn-glycerol in which both acyl groups are tetradecanoyl (myristoyl). It is a 1,2-diacyl-sn-glycerol and a diacylglycerol 28:0. It derives from a tetradecanoic acid.